(Z)-N-[1-[(2-chloropyrimidin-5-yl)methyl]-2-pyridylidene]-2,2,2-trifluoroacetamide ClC1=NC=C(C=N1)CN1\C(\C=CC=C1)=N/C(C(F)(F)F)=O